6-(1-acryloylpiperidine-4-yl)-2-(4-(phenylcarbamoyl)phenyl)nicotinamide C(C=C)(=O)N1CCC(CC1)C1=NC(=C(C(=O)N)C=C1)C1=CC=C(C=C1)C(NC1=CC=CC=C1)=O